COC=1C=C(C=C2C(NC(NC2=O)=O)=O)C=C(C1OC)OC 5-(3,4,5-Trimethoxybenzylidene)pyrimidine-2,4,6(1H,3H,5H)-trione